[Br-].C(C#C)[N+]1=CC=CC2=CC=CC=C12 1-(prop-2-yn-1-yl)quinolin-1-ium bromide